6-fluoro-3,4-dihydronaphthalen-2(1H)-one FC=1C=C2CCC(CC2=CC1)=O